[4-(1-cyanoethyl)-2,5-difluorophenyl]piperazine-1-carboxylic acid tert-butyl ester C(C)(C)(C)OC(=O)N1C(CNCC1)C1=C(C=C(C(=C1)F)C(C)C#N)F